isohexyl furoate O1C(=CC=C1)C(=O)OCCCC(C)C